C(#N)C1=NN(C(=C1)C)C1=C(C=CC(=N1)N1C=NC2=C1C=CC(=C2)NC=2C=NN(C2)C2CN(C2)C(=O)OC(C)(C)C)C(C)O tert-butyl 3-[4-[[1-[6-(3-cyano-5-methyl-pyrazol-1-yl)-5-(1-hydroxyethyl)-2-pyridyl]benzimidazol-5-yl]amino]pyrazol-1-yl]azetidine-1-carboxylate